4-(3-fluorophenyl)-3-methyl-1H-pyrazole-5-carboxylic acid methyl ester COC(=O)C1=C(C(=NN1)C)C1=CC(=CC=C1)F